C1=CN=C2C1=C1CC(=NC=C1C=C2)C(=O)O Pyrrolo[3,2-f]Isoquinoline-8-carboxylic acid